ClC1=C(CCN)C2=CC=CC=C2N1 2-chloro-tryptamine